FC(COC=1C=C(C(=NC1)NS(=O)(=O)C1=CNC2=C(C(=CC=C12)C(F)F)F)F)F N-[5-(2,2-difluoroethoxy)-3-fluoropyridin-2-yl]-6-(difluoromethyl)-7-fluoro-1H-indole-3-sulfonamide